COC1=NC(=NC=C1)CN1C(C=C(C=C1)C1=NN(C2=CC=CC=C12)C1=CC=C(C=C1)C(F)(F)F)=O 1-((4-methoxypyrimidin-2-yl)methyl)-4-(1-(4-(trifluoromethyl)phenyl)-1H-indazol-3-yl)pyridin-2(1H)-one